COC(=O)C=1OC=C(CC1OCC1=CC=CC=C1)C(NCC1=C(C=C(C=C1F)F)F)=O 3-(benzyloxy)-5-((2,4,6-trifluorobenzyl)carbamoyl)-4H-pyran-2-carboxylic acid methyl ester